N1=C(C=CC=C1)SSC(C(=O)[O-])(CCCC)NC(CC)=O (2-pyridyldithio)-propionamidohexanoate